CC1=CN=C2C=C(C(NC2=C1)=O)C1CCN(CC1)C(=O)OC(C)(C)C tert-butyl 4-(7-methyl-2-oxo-1,2-dihydro-1,5-naphthyridin-3-yl)piperidine-1-carboxylate